ClC1=CC=[N+](C2=CC(=CC=C12)C(F)(F)F)[O-] 4-chloro-7-(trifluoromethyl)quinoline N-oxide